tert-butyl (R)-2-(8-fluoro-6-iodo-3-(4-methoxyphenyl)-4-oxo-3,4-dihydroquinazolin-2-yl)-pyrrolidine-1-carboxylate FC=1C=C(C=C2C(N(C(=NC12)[C@@H]1N(CCC1)C(=O)OC(C)(C)C)C1=CC=C(C=C1)OC)=O)I